(S)-3-(4-chlorophenyl)-N'-((3-ethynylphenyl)sulfonyl)-4-phenyl-N-(2-sulfamoylethyl)-4,5-dihydro-1H-pyrazole-1-carboximidamide ClC1=CC=C(C=C1)C1=NN(C[C@@H]1C1=CC=CC=C1)C(NCCS(N)(=O)=O)=NS(=O)(=O)C1=CC(=CC=C1)C#C